NC1=NC=NN2C1=CC=C2[C@@]2([C@@H]([C@@H]([C@H](O2)CO[P@](=O)(OC2=CC=CC=C2)N[C@H](C(=O)OCC(CC)CC)C)O)O)C#N |&1:10| (S)-2-ethylbutyl 2-(((S)-(((2R,3S,4R,SR)-5-(4-aminopyrrolo[2,1-f][1,2,4]triazin-7-yl)-5-cyano-3,4-dihydroxytetrahydrofuran-2-yl)methoxy)(phenoxy) phosphoryl)amino)propanoate